ClC=1C=CC(=NC1)[C@@]1(OC2=C(O1)C=CC=C2C2CCNCC2)C (S)-5-chloro-2-(2-methyl-4-(piperidin-4-yl)benzo[d][1,3]dioxol-2-yl)pyridine